2,2',7,7'-tetrakis(N,N-di-tolyl)amino-9,9-spirobifluorene C1(=C(C=CC=C1)N(C1=C(C=CC=C1)C)C1=CC=2C3(C4=CC(=CC=C4C2C=C1)N(C1=C(C=CC=C1)C)C1=C(C=CC=C1)C)C1=CC(=CC=C1C=1C=CC(=CC13)N(C1=C(C=CC=C1)C)C1=C(C=CC=C1)C)N(C1=C(C=CC=C1)C)C1=C(C=CC=C1)C)C